6-(4-((4-(1H-pyrazol-4-yl)phenyl)amino)pyrimidin-2-yl)-N-ethyl-N,1-dimethyl-1H-indole-2-carboxamide N1N=CC(=C1)C1=CC=C(C=C1)NC1=NC(=NC=C1)C1=CC=C2C=C(N(C2=C1)C)C(=O)N(C)CC